(6R)-17-amino-12-[(3-cyclopropyl-4-fluoro-phenyl)methyl]-6-hydroxy-6,15-bis(trifluoromethyl)-19-oxa-3,4,12,18-tetrazatricyclo[12.3.1.12,5]nonadeca-1(18),2,4,14,16-pentaen-13-one NC1=CC(=C2C(N(CCCCC[C@@](C3=NN=C(C1=N2)O3)(C(F)(F)F)O)CC3=CC(=C(C=C3)F)C3CC3)=O)C(F)(F)F